C(=O)O.NCCC[C@H](C(C)C)N1CC2(C1)CN(CC2)C=2N=C(N=NC2OC2=C(C(=O)N(C(C)C)CC)C=C(C=C2)F)Cl (R)-2-((5-(2-(6-amino-2-methylhexan-3-yl)-2,6-diazaspiro[3.4]oct-6-yl)-3-chloro-1,2,4-triazin-6-yl)oxy)-N-ethyl-5-fluoro-N-isopropylbenzamide formate